2-{[(3R)-3-{2-[(4-chloro-2-fluorophenoxy)methyl]pyridin-4-yl}pyrrolidin-1-yl]methyl}-4-fluoro-1-{[(2S)-oxetan-2-yl]methyl}-1H-1,3-benzodiazole-6-carboxylic acid ClC1=CC(=C(OCC2=NC=CC(=C2)[C@@H]2CN(CC2)CC2=NC3=C(N2C[C@H]2OCC2)C=C(C=C3F)C(=O)O)C=C1)F